C1=CC=C2C(=C3C=CC=C3C=C12)N s-indacen-4-amine